NC1=NC(=CC(=C1)C[C@@H]1[C@H](N(C1=O)C(=O)N[C@H](CC)C1=CC(=CC(=C1)Cl)C)C(=O)N(C)C=1N(C=CN1)C)C (2S,3R)-3-((2-amino-6-methylpyridin-4-yl)methyl)-N2-(1-methyl-1H-imidazol-2-yl)-N1-((R)-1-(5-chloro-3-methylphenyl)propyl)-N2-methyl-4-oxoazetidine-1,2-dicarboxamide